C(C)(C)(C)OC(N(CCCCOC1=CC=C(C=C1)C(NC1C(C(C1(C)C)OC1=CC(=C(C=C1)C#N)Cl)(C)C)=O)C(=O)OC(C)(C)C)=O tert-butyl-N-tert-butoxycarbonyl-N-[4-[4-[[3-(3-chloro-4-cyano-phenoxy)-2,2,4,4-tetramethyl-cyclobutyl]carbamoyl]phenoxy]butyl]carbamate